4-amino-N-(1-(5-ethynylpyridin-2-yl)methyl)-7-fluoro-N-isopropyl-1-methyl-1H-pyrazolo[4,3-c]quinoline-8-carboxamide NC1=NC=2C=C(C(=CC2C2=C1C=NN2C)C(=O)N(C(C)C)CC2=NC=C(C=C2)C#C)F